succinyl-L-carnitine lithium salt [Li+].C(CCC(=O)[O-])(=O)[C@](O)(C[N+](C)(C)C)CC([O-])=O